3-[5-fluoro-1-methyl-6-[1-[[(3R,4S)-3-methyl-4-piperidyl]methyl]-4-piperidyl]indazol-3-yl]piperidine-2,6-dione FC=1C=C2C(=NN(C2=CC1C1CCN(CC1)C[C@@H]1[C@H](CNCC1)C)C)C1C(NC(CC1)=O)=O